FC1=C(C=CC(=C1)C=1C=NNC1)N1CCCCC1 1-(2-fluoro-4-(1H-pyrazol-4-yl)phenyl)piperidine